6-[1-[2-(4,4-Dimethyl-1-piperidyl)-6-methyl-4-oxo-chromen-8-yl]ethylamino]-1,3-benzodioxole-5-carboxylic acid CC1(CCN(CC1)C=1OC2=C(C=C(C=C2C(C1)=O)C)C(C)NC=1C(=CC2=C(OCO2)C1)C(=O)O)C